The molecule is an organic sodium salt that is the trisodium salt of guanosine 5'-[beta,gamma-imido]triphosphate. It contains a guanosine 5'-[beta,gamma-imido]triphosphate(4-). [H+].C1=NC2=C(N1[C@H]3[C@@H]([C@@H]([C@H](O3)COP(=O)([O-])OP(=O)(NP(=O)([O-])[O-])[O-])O)O)N=C(NC2=O)N.[Na+].[Na+].[Na+]